3-[(4-vinylphenyl)methyl]-1-ethyl-1H-imidazolium chloride [Cl-].C(=C)C1=CC=C(C=C1)C[N+]1=CN(C=C1)CC